2,2'-hexamethylenebis(3,1-benzoxazin-4-one) N1=C(OC(C2=C1C=CC=C2)=O)CCCCCCC2=NC1=C(C(O2)=O)C=CC=C1